ClC1=C(C=CC(=C1)C(F)(F)F)NC(CN1C(=C(C(C=2C1=NC=C(N2)OC(F)F)=O)N2CCN(CC2)C(=O)C2=NC=NC(=C2O)C)CC)=O N-(2-chloro-4-(trifluoromethyl)phenyl)-2-(2-(difluoromethoxy)-6-ethyl-7-(4-(5-hydroxy-6-methylpyrimidine-4-carbonyl)piperazin-1-yl)-8-oxopyrido[2,3-b]pyrazin-5(8H)-yl)acetamide